2-isocyanatocyclopent-1-ene-1-carbonitrile N(=C=O)C1=C(CCC1)C#N